[2,4-Difluoro-5-(7-morpholin-4-yl-quinazolin-4-yl)phenyl]-imidazo[1,2-b]pyridazin-6-ylmethanol FC1=C(C=C(C(=C1)F)C1=NC=NC2=CC(=CC=C12)N1CCOCC1)C(O)C=1C=CC=2N(N1)C=CN2